N-(3,5-di(4-tert-butylphenyl)phenyl)indolocarbazole C(C)(C)(C)C1=CC=C(C=C1)C=1C=C(C=C(C1)C1=CC=C(C=C1)C(C)(C)C)N1C2=CC=CC=C2C2=C1C=CC=1C=3C=CC=CC3NC21